2,6-diisopropyl-4-phenoxyphenyl thiocarbamate C(N)(OC1=C(C=C(C=C1C(C)C)OC1=CC=CC=C1)C(C)C)=S